(3-(4-bromoindolin-1-yl)cyclobutyl)methanol BrC1=C2CCN(C2=CC=C1)C1CC(C1)CO